tert-Butyl 10-(bromomethyl)-7-azaspiro[4.5]decane-7-carboxylate BrCC1CCN(CC12CCCC2)C(=O)OC(C)(C)C